C(=C)C(C(=O)[O-])C=C.[Cu+2].C(=C)C(C(=O)[O-])C=C copper di-vinylacetate